4,8,13,17,21-pentamethyl-docosa-4,8,12,16,20-pentaenoate CC(CCC(=O)[O-])=CCCC(=CCCC=C(CCC=C(CCC=C(C)C)C)C)C